CCCCCCCC/C=C\C/C=C\C/C=C\CCCC(=O)O all-cis-5,8,11-eicosatrienoic acid